1-methyl-4-[(2S,3S)-2-(2-chloro-5-fluoro-3-methyl-phenyl)pyrrolidin-3-yl]piperazine hydrochloride Cl.CN1CCN(CC1)[C@@H]1[C@@H](NCC1)C1=C(C(=CC(=C1)F)C)Cl